N1(CCCCC1)C(=O)ON(C1=C(C(=CC=C1)C#N)[N+](=O)[O-])C(C)(C)C tert-butyl-((3-cyano-2-nitrophenyl) amino) piperidine-1-carboxylate